N1(CCC1)C1=CNC2=C1C=NC(=C2)Cl 3-(azetidin-1-yl)-6-chloro-1H-pyrrolo[3,2-c]pyridine